2-[1-[2-(4,4-Dimethyl-1-piperidyl)-6-methyl-4-oxo-chromen-8-yl]ethylamino]-4-fluoro-benzoic acid CC1(CCN(CC1)C=1OC2=C(C=C(C=C2C(C1)=O)C)C(C)NC1=C(C(=O)O)C=CC(=C1)F)C